ClC=1C(=C(CN2[C@@H](C[C@@](CC2)(C(=O)O)CC2=NC(=CC(=N2)C)NC2=NNC(=C2)C)C)C=CC1)F (2R,4R)-1-(3-chloro-2-fluorobenzyl)-2-methyl-4-((4-methyl-6-((5-methyl-1H-pyrazol-3-yl)amino)pyrimidin-2-yl)methyl)piperidine-4-carboxylic acid